C(C=CCC=CCC)C1C(O1)CCCCCCCC(=O)O 8-{3-[octa-2,5-dien-1-yl]oxiran-2-yl}octanoic acid